C(C)(C)(C)OC(=O)NCCCCN[C@@H]1C[C@H](CC1)NC1=NC=C(C(=N1)C1=CNC2=C(C(=CC=C12)C(=O)OC)P(=O)(C)C)C(F)(F)F methyl 3-(2-(((1s,3s)-3-((4-((tert-butoxycarbonyl) amino) butyl) amino) cyclopentyl) amino)-5-(trifluoromethyl) pyrimidin-4-yl)-7-(dimethylphosphoryl)-1H-indole-6-carboxylate